FC(C1=CC=C(CO[C@H]2[C@@H](CNC2)NC2=NC=NC=C2)C=C1)(F)F N-(trans-4-(4-(trifluoromethyl)benzyloxy)pyrrolidin-3-yl)pyrimidin-4-amine